(S)-6-((3-(2-benzyl-3-chloro-7-oxo-2,4,5,7-tetrahydro-6h-pyrazolo[3,4-c]pyridin-6-yl)-5-methyl-4-oxo-2,3,4,5-tetrahydrobenzo[b][1,4]oxaazepin-8-yl)ethynyl)-2-cyanopyridine C(C1=CC=CC=C1)N1N=C2C(N(CCC2=C1Cl)[C@@H]1C(N(C2=C(OC1)C=C(C=C2)C#CC2=CC=CC(=N2)C#N)C)=O)=O